CCCCC/C=C\\CC/C=C/C(=O)SCCNC(=O)CCNC(=O)[C@@H](C(C)(C)COP(=O)(O)OP(=O)(O)OC[C@@H]1[C@H]([C@H]([C@@H](O1)N2C=NC3=C(N=CN=C32)N)O)OP(=O)(O)O)O The molecule is an unsaturated fatty acyl-CoA that results from the formal condensation of the thiol group of coenzyme A with the carboxy group of (2-trans,6-cis)-dodeca-2,6-dienoic acid. It has a role as a human metabolite and a mouse metabolite. It is a medium-chain fatty acyl-CoA and an unsaturated fatty acyl-CoA. It derives from a (2-trans,6-cis)-dodeca-2,6-dienoic acid and a coenzyme A.